O1CCN(CC1)CC1=CC(=NC(=C1)NC=1SC(=CN1)C=1N=NN(N1)C1=CC=CC=C1)O[C@@H]1CN(CCC1)C(=O)OC(C)(C)C tert-Butyl (S)-3-((4-(morpholinomethyl)-6-((5-(2-phenyl-2H-tetrazol-5-yl)thiazole-2-yl)amino)pyridin-2-yl)oxy)piperidine-1-carboxylate